ClC1=CC=C2C(=C(NC2=C1C=1C(=NN2C1COCC2)C)C(=O)OCC)CCCOC2=CC=CC1=CC(=CC=C21)F ethyl 6-chloro-3-(3-((6-fluoronaphthalen-1-yl)oxy)propyl)-7-(2-methyl-6,7-dihydro-4H-pyrazolo[5,1-c][1,4]oxazin-3-yl)-1H-indole-2-carboxylate